OC(S(=O)(=O)[O-])C1=C(C=C(C(=C1)F)F)F.[Na+] sodium hydroxy(2,4,5-trifluorophenyl)methanesulfonate